N1N=NN=C1O tetrazolol